bromogold Br[Au]